6-(4-fluorophenylmethyl)-3-methyl-N-(1-methylpiperidin-4-yl)-1,2,4-triazin-5-amine FC1=CC=C(C=C1)CC1=C(N=C(N=N1)C)NC1CCN(CC1)C